FC1=C(COC2=C(C#N)C(=CC=C2)NC2=NC(=NC=C2C)NC2=CC(=C(C=C2)C2CCNCC2)OC)C=CC=C1 2-((2-fluorobenzyl)oxy)-6-((2-((3-methoxy-4-(piperidin-4-yl)phenyl)amino)-5-methylpyrimidin-4-yl)amino)benzonitrile